FC1=CC=C(C=C1)C=1C=C2C(=NC=NC2=C(C1)I)N[C@H](C)C=1N=NC(=CC1)C (R)-6-(4-fluorophenyl)-8-iodo-N-(1-(6-methylpyridazin-3-yl)ethyl)quinazolin-4-amine